diallyl-diethyl-ammonium bis(trifluoromethane)sulfonimide [N-](S(=O)(=O)C(F)(F)F)S(=O)(=O)C(F)(F)F.C(C=C)[N+](CC)(CC)CC=C